2,6-di-tert-butyl-4-(1,3,5-tris(4-methoxyphenyl)pent-2-en-4-yn-1-yl)phenol C(C)(C)(C)C1=C(C(=CC(=C1)C(C=C(C#CC1=CC=C(C=C1)OC)C1=CC=C(C=C1)OC)C1=CC=C(C=C1)OC)C(C)(C)C)O